C[C@H]1N(CCOC1)C1=CC(=C2C(=N1)N(C=C2)C2=NNC=C2)C2(CC2)S(=O)(=O)C (R)-3-methyl-4-(4-(1-(methylsulfonyl)cyclopropyl)-1-(1H-pyrazol-3-yl)-1H-pyrrolo[2,3-b]pyridin-6-yl)morpholine